ClC=1N=C(C2=C(N1)C(=C(N=C2)Cl)F)N2CC(CCC2)(F)F 2,7-dichloro-4-(3,3-difluoro-1-piperidyl)-8-fluoro-pyrido[4,3-d]pyrimidine